3-[[2-[(2-hydroxy-3-methyl-1,2-benzoxaborole-6-yl)amino]-5-methyl-pyrimidin-4-yl]amino]tetrahydropyran-4-carbonitrile OB1OC2=C(C1C)C=CC(=C2)NC2=NC=C(C(=N2)NC2COCCC2C#N)C